6-(1-(1-(tert-butyl)-3-(4-chloro-3-fluorophenyl)-1H-pyrrolo[2,3-b]pyridine-6-carbonyl)piperidin-4-yl)-2,4-dimethyl-nicotinic acid C(C)(C)(C)N1C=C(C=2C1=NC(=CC2)C(=O)N2CCC(CC2)C2=NC(=C(C(=O)O)C(=C2)C)C)C2=CC(=C(C=C2)Cl)F